2-[[2-[6-(3-cyclopropyl-1,2,4-triazol-1-yl)-2-azaspiro[3.3]heptane-2-carbonyl]-2-azaspiro[3.3]heptane-6-yl]oxy]-5-(trifluoromethoxy)benzonitrile C1(CC1)C1=NN(C=N1)C1CC2(CN(C2)C(=O)N2CC3(C2)CC(C3)OC3=C(C#N)C=C(C=C3)OC(F)(F)F)C1